2,2-dichloroacetic acid methyl ester COC(C(Cl)Cl)=O